3,3-bis(4-hydroxyphenyl)isobenzofuran OC1=CC=C(C=C1)C1(OCC2=CC=CC=C12)C1=CC=C(C=C1)O